2-((4aS,8R,8aR)-4a,8-dimethyl-3,4,4a,5,6,7,8,8a-octahydronaphthalen-2-yl)propan-2-ol C[C@@]12CCC(=C[C@H]2[C@@H](CCC1)C)C(C)(C)O